N1(N=NC2=C1C=CC=C2)C(=C)C2=CC=C(C=C2)C(C)=O 1-(4-(1-(1H-benzo[d][1,2,3]triazol-1-yl)Vinyl)phenyl)ethan-1-one